1-aminohydantoin hydrochloride Cl.NN1C(=O)NC(=O)C1